(4-(4-hydroxyphenoxy)phenyl)(4-methoxyphenyl)methanone OC1=CC=C(OC2=CC=C(C=C2)C(=O)C2=CC=C(C=C2)OC)C=C1